disodium N'-dicarboxymethylethylenediamine C(=O)(O)C(NCCN)C(=O)O.[Na].[Na]